[Na+].C(=C)C1=CC=C(C=C1)S(=O)(=O)[O-] 4-Vinylbenzenesulfonic acid sodium salt